CC1C(C(CCC1)C)C=1C=C(C=O)C=CC1OC 3-(2,6-dimethylcyclohexyl)-4-methoxybenzaldehyde